6-Amino-2-(4-amino-4-methyl-piperidin-1-yl)-5-(2,3-dichloro-phenyl)-pyrimidine-4-carboxylic acid methylamide CNC(=O)C1=NC(=NC(=C1C1=C(C(=CC=C1)Cl)Cl)N)N1CCC(CC1)(C)N